1,1,1,3,3,3-hexafluoro-2-(2,2,3,3,4,4,4-heptafluorobutoxy)-2-(trifluoromethyl)propane FC(C(C(F)(F)F)(C(F)(F)F)OCC(C(C(F)(F)F)(F)F)(F)F)(F)F